C(C)(=O)C1=CC2=C(N=N1)N(C(=N2)C2=C(C=C(C=N2)C2=CC=C(C=C2)C2(CC2)C#N)S(=O)(=O)CC)C 1-[4-(6-{3-acetyl-7-methyl-7H-imidazo[4,5-c]pyridazin-6-yl}-5-(ethanesulfonyl)pyridin-3-yl)phenyl]cyclopropane-1-carbonitrile